1-methylpyrazole-3-carboxylic acid methyl ester COC(=O)C1=NN(C=C1)C